(4-Cyclopropylpiperazin-1-yl)-N-iso-pentyl-1H-benzo[d]imidazole-1-carboxamide C1(CC1)N1CCN(CC1)C1=NC2=C(N1C(=O)NCCC(C)C)C=CC=C2